CC1=C(C=C(C=C1)N=C=O)N=C=O 1-methyl-2,4-phenylene diisocyanate